4-chloro-1-((4-methyl-1-(2-methylcyclopropane-1-carbonyl)piperidin-4-yl)methyl)-N-(3-methyl-5-(phenylethynyl)pyridin-2-yl)-1H-pyrazole-5-carboxamide ClC=1C=NN(C1C(=O)NC1=NC=C(C=C1C)C#CC1=CC=CC=C1)CC1(CCN(CC1)C(=O)C1C(C1)C)C